CC1=C(C(=CC(=C1)C(C)(C)C)C(C)(C)C)OC(C1=CC(=C(C(=C1)C(C)(C)C)O)C(C)(C)C)=O 3,5-di-tert-butyl-4-hydroxybenzoic acid 2-methyl-4,6-di-tert-butylphenyl ester